CC1C=NC=2N=C(NC(C12)=O)N 7-methyl-7-deazaguanine